C(CC)C1=C(C(=CC=C1)CCC)O 2,6-Di(n-propyl)phenol